C1(=CC=C(C=C1)C[C@@H]1CCNC1)C1=CC=CC=C1 (2S,4R)-4-([1,1'-biphenyl]-4-ylmethyl)pyrrolidine